FC(C=1C=CC=2N(N1)C(=CN2)C2=CC(=NC=N2)N2CC(C1=CC=CC=C21)CNS(=O)(=O)C)F N-((1-(6-(6-(Difluoromethyl)imidazo[1,2-b]pyridazin-3-yl)pyrimidin-4-yl)indolin-3-yl)methyl)methanesulfonamide